1-(4-cyclobutyl-5-(4-fluorophenyl)-1-methyl-1H-pyrazol-3-yl)-3-neopentylurea C1(CCC1)C=1C(=NN(C1C1=CC=C(C=C1)F)C)NC(=O)NCC(C)(C)C